4-(((3S,4S)-1-((2-cyano-4-(trifluoromethyl)phenyl)sulfonyl)-4-((ethylamino)methyl)-4-hydroxypyrrolidin-3-yl)oxy)-2-fluorobenzonitrile C(#N)C1=C(C=CC(=C1)C(F)(F)F)S(=O)(=O)N1C[C@@H]([C@](C1)(O)CNCC)OC1=CC(=C(C#N)C=C1)F